2-(1-bromoethyl)-3-pyrimidin-2-yl-pyrazine BrC(C)C1=NC=CN=C1C1=NC=CC=N1